(R)-(5-isopropyl-1,3,4-oxadiazol-2-yl)(4-(pyrazolo[1,5-a]pyridin-2-yl)-6,7-dihydro-1H-imidazo[4,5-c]pyridin-5(4H)-yl)methanone C(C)(C)C1=NN=C(O1)C(=O)N1[C@H](C2=C(CC1)NC=N2)C2=NN1C(C=CC=C1)=C2